tert-butyl 4-[[2-[3-[(5-fluoro-2-methyl-1,3-benzoxazol-6-yl)-methyl-carbamoyl]phenyl]-5-(trifluoromethyl)pyrazol-3-yl]oxymethyl]benzoate FC=1C(=CC2=C(N=C(O2)C)C1)N(C(=O)C=1C=C(C=CC1)N1N=C(C=C1OCC1=CC=C(C(=O)OC(C)(C)C)C=C1)C(F)(F)F)C